((benzyloxy)carbonyl)-5,5-bis(methyl-d)piperidine-2-carboxylic acid C(C1=CC=CC=C1)OC(=O)N1C(CCC(C1)(C[2H])C[2H])C(=O)O